BrC1=CC=C2N1C1=CC=C(C=C1N=C2)CO 1-bromo-7-(hydroxymethyl)pyrrolo[1,2-a]quinoxaline